7-bromo-8-isopropoxy-N-(3-((methylthio)methyl)-4-morpholinylphenyl)quinazolin-2-amine BrC1=CC=C2C=NC(=NC2=C1OC(C)C)NC1=CC(=C(C=C1)N1CCOCC1)CSC